FC1=CC=C(C=C1)C(C(C)(C)C)N1N=CC(=C1)C1=NC(=NC=C1)C1=CC=2N(C=C1)N=C(N2)N 7-(4-(1-(1-(4-fluorophenyl)-2,2-dimethylpropyl)-1H-pyrazol-4-yl)-pyrimidin-2-yl)-[1,2,4]triazolo[1,5-a]-pyridin-2-amine